CN(C)CCOP(=O)(OCCN(C)C)OCCN(C)C 2-(dimethylamino) ethyl phosphate